O=C1N(CCC(N1)=O)CC1=CC(=C(C=C1F)C1CCN(CC1)CC1=CC=C(C=C1)C=1C=NC(=NC1)C1=NOC(=C1)C(=O)OC(C)(C)C)F tert-butyl 3-(5-(4-((4-(4-((2,4-dioxotetrahydropyrimidin-1(2H)-yl)methyl)-2,5-difluorophenyl)piperidin-1-yl)methyl)phenyl)pyrimidin-2-yl)isoxazole-5-carboxylate